3-(4-cyano-2-methoxy-phenoxy)-6-iodo-5-methyl-N-(3-methylsulfonylphenyl)pyridazine-4-carboxamide C(#N)C1=CC(=C(OC=2N=NC(=C(C2C(=O)NC2=CC(=CC=C2)S(=O)(=O)C)C)I)C=C1)OC